[Na+].CC1=C(C(=O)[O-])C=CC(=C1)O methyl-para-hydroxybenzoic acid, sodium salt